tert-butyl (3-(dimethylamino)-3-oxopropyl)carbamate CN(C(CCNC(OC(C)(C)C)=O)=O)C